(3-Amino-5-chloropyridin-2-yl)(3-methyl-1H-indazol-4-yl)methanone NC=1C(=NC=C(C1)Cl)C(=O)C1=C2C(=NNC2=CC=C1)C